COC1=C(C=C(C(=C1)C=1CCN(CC1)C)[N+](=O)[O-])NC(OC(C)(C)C)=O tert-butyl (2-methoxy-4-(1-methyl-1,2,3,6-tetrahydropyridine-4-yl)-5-nitrophenyl)carbamate